C1(CC1)C1=NC(=NO1)C1=CC=C(CNC2=NC=CN=C2)C=C1 N-(4-(5-cyclopropyl-1,2,4-oxadiazol-3-yl)benzyl)pyrazin-2-amine